O=C1C[C@H]2[C@H](N([C@@H]1C2)C(=O)OC(C)(C)C)C(=O)OCC 2-tert-butyl 3-ethyl (1R,3S,4S)-6-oxo-2-azabicyclo[2.2.1]heptane-2,3-dicarboxylate